FC1(OC2=C(O1)C=CC=C2B(O)O)F 2,2-difluorobenzo[1,3]dioxole-4-boronic acid